BrC=1C=C(C=CC1)C(CC(=O)O)(C)C 3-(3-bromophenyl)-3-methylbutanoic acid